Cl.CC=1C=C(C=C2C=C(C=NC12)NC)C(=O)O 8-methyl-3-(methylamino)quinoline-6-carboxylic acid hydrochloride